CC1=CC=C(C=C1)S(=O)(=O)OCCN1CCN(CC1)C1=NC(=CC=C1)C1=CN=C2N1N=C(C=C2)N2[C@H](CCC2)C2=CC(=CC=C2)F (R)-2-(4-(6-(6-(2-(3-fluorophenyl) pyrrolidin-1-yl)imidazo[1,2-b]pyridazin-3-yl)pyridin-2-yl)piperazin-1-yl)ethyl 4-methylbenzenesulfonate